COC=1C=C(C(=O)O)C=CC1O[C@@H]1C(NCC1)=O (S)-3-methoxy-4-((2-oxopyrrolidin-3-yl)oxy)benzoic acid